tert-butyl 2-(5-[(5-chlorothiophen-2-yl)methyl] amino-1H-pyrazol-3-yl)pyrrolidine-1-carboxylate ClC1=CC=C(S1)CNC1=CC(=NN1)C1N(CCC1)C(=O)OC(C)(C)C